C(CCC(=O)[O-])(=O)OCC=C.[Na+] sodium allyl succinate